5-bromopentyl 2-octyldodecanoate C(CCCCCCC)C(C(=O)OCCCCCBr)CCCCCCCCCC